N-(3,4-dimethylcyclohexyl)-2-(1H-imidazol-1-yl)isonicotinamide CC1CC(CCC1C)NC(C1=CC(=NC=C1)N1C=NC=C1)=O